4-(3-(6-methoxy-2-methylpyridin-3-yl)-4-oxo-7-(trifluoromethyl)-3,4-dihydroquinazolin-1(2H)-yl)-3-methylbenzonitrile COC1=CC=C(C(=N1)C)N1CN(C2=CC(=CC=C2C1=O)C(F)(F)F)C1=C(C=C(C#N)C=C1)C